(R)-1-(3-(difluoromethyl)-2-fluorophenyl)ethanamine hydrochloride Cl.FC(C=1C(=C(C=CC1)[C@@H](C)N)F)F